(trifluoromethyl)-4-(trifluoromethylsulfonyloxy)-3,6-dihydro-2H-pyridine-1-carboxylic acid tert-butyl ester C(C)(C)(C)OC(=O)N1C(CC(=CC1)OS(=O)(=O)C(F)(F)F)C(F)(F)F